C1(CC1)C(=O)C=1C(OC(=CC1O)C)=O (cyclopropanecarbonyl)-4-hydroxy-6-methyl-2H-pyran-2-one